C(C\C=C/CCCCCC)ON(C(CCCN(C)C)=O)C(CCCCCCC(=O)OCCC(CCCCC)CCCCC)CCCCCCCCCC 3-Pentyloctyl (Z)-8-(N-(dec-3-en-1-yloxy)-4-(dimethylamino)butanamido)octadecanoate